1-((1S,2aS,2bR,4aR,6R,8aS,8bR,10aS)-6-hydroxy-6,10a-dimethylhexadecahydrocyclobuta[a]phenanthren-1-yl)ethan-1-one O[C@@]1(CC[C@@H]2[C@H]3CC[C@]4([C@H]([C@@H]3CC[C@@H]2C1)C[C@@H]4C(C)=O)C)C